ClC1=C(C=CC(=C1)Cl)C1(OC2=C(O1)C=CC=C2C2CCNCC2)C 4-(2-(2,4-dichlorophenyl)-2-methylbenzo[d][1,3]dioxol-4-yl)piperidine